N-(4-(2-(6,7-dimethoxy-3,4-dihydroisoquinolin-2(1H)-yl)ethyl)phenyl)-5-methoxy-9-oxo-9,10-dihydroacridine-4-carboxamide hydrochloride Cl.COC=1C=C2CCN(CC2=CC1OC)CCC1=CC=C(C=C1)NC(=O)C1=CC=CC=2C(C3=CC=CC(=C3NC12)OC)=O